pentanoyl bromide C(CCCC)(=O)Br